C(#N)C[C@H]1N(CC[C@@H](C1)N1N=CC=2C(=NC=3C(=C(C(=CC3C21)C)C=2C=CC=C1C=CC=C(C21)C#N)F)OC[C@H]2N(CCC2)C)C(C(=C)F)=O 8-(1-((2S,4S)-2-(cyanomethyl)-1-(2-fluoroacryloyl)piperidin-4-yl)-6-fluoro-8-methyl-4-(((S)-1-methylpyrrolidin-2-yl)methoxy)-1H-pyrazolo[4,3-c]quinolin-7-yl)-1-naphthonitrile